O1COC2=C1C=CC(=C2)NC(=O)C2=C(OC=1N=CN=C(C12)NC1(CC1)C)C N-(2H-1,3-benzodioxol-5-yl)-6-methyl-4-[(1-methylcyclopropyl)amino]furo[2,3-d]pyrimidine-5-carboxamide